methyl-methylamine cesium lead [Pb].[Cs].CNC